2-((2s,4s)-4-(8-chloro-7-(5,6-dimethyl-1H-indazol-4-yl)-4-(3-(dimethylamino)azetidin-1-yl)-6-fluoro-1H-pyrazolo[4,3-c]quinolin-1-yl)-1-(2-fluoropropyl)piperidin-2-yl)acetonitrile ClC1=CC=2C3=C(C(=NC2C(=C1C1=C2C=NNC2=CC(=C1C)C)F)N1CC(C1)N(C)C)C=NN3[C@@H]3C[C@H](N(CC3)CC(C)F)CC#N